OC=1C=C(C=CC1OC)/C=C/C(=O)C1=CC=C(C=C1)S(=O)(=O)NC 4-[(E)-3-(3-Hydroxy-4-methoxyphenyl)prop-2-enoyl]-N-methylbenzenesulfonamide